NCC1=C(C=C(C=C1)C=1N=C2SC3=C(N2C1)C=CC(=C3)C(=O)NCCCN3CCCCC3)Cl (4-(aminomethyl)-3-chlorophenyl)-N-(3-(piperidin-1-yl)propyl)benzo[d]imidazo[2,1-b]thiazole-7-carboxamide